C1(=CC=CC2=CC=CC=C12)C(=O)[O-].[Pb+2].C1(=CC=CC2=CC=CC=C12)C(=O)[O-] lead naphthalate